C1(CC1)C1=NOC(=C1C(=O)N1C[C@]2(CC1)C=C(C(C(C2)(C)C)=O)C#N)C (5R)-2-(3-cyclopropyl-5-methyl-1,2-oxazole-4-carbonyl)-9,9-dimethyl-8-oxo-2-azaspiro[4.5]dec-6-ene-7-carbonitrile